3-(9-((4-(aminomethyl)-2-(hexyloxy)phenyl)carbamoyl)-4,5-dihydrobenzo[b]thieno[2,3-d]oxepin-8-yl)-6-(propylcarbamoyl)picolinic acid NCC1=CC(=C(C=C1)NC(=O)C1=CC2=C(OCCC3=C2SC=C3)C=C1C=1C(=NC(=CC1)C(NCCC)=O)C(=O)O)OCCCCCC